(5-bromo-1-((trans)-4-methoxycyclohexyl)-1H-benzo[d]imidazol-2-yl)-1-(3,4-difluorophenyl)piperidin-2-one BrC1=CC2=C(N(C(=N2)C2C(N(CCC2)C2=CC(=C(C=C2)F)F)=O)[C@@H]2CC[C@H](CC2)OC)C=C1